[Ag].[Al].[Cu] copper-aluminum-silver